FC1(C(COC1)(C(=O)O)C)F 4,4-difluoro-3-methyl-tetrahydrofuran-3-carboxylic acid